BrC1=CC(=C2CCC[C@@H](C2=C1)O)F (S)-7-bromo-5-fluoro-1,2,3,4-tetrahydronaphthalen-1-ol